CC1=NC(=CC=C1C=1C(=C(C#N)C(=C(C1N1C2=C(C=3C=CC=CC13)N=CC=C2)N2C1=C(C=3C=CC=CC23)N=CC=C1)N1C2=C(C=3C=CC=CC13)N=CC=C2)N2C1=C(C=3C=CC=CC23)N=CC=C1)C 3-(2,6-dimethylpyridin-3-yl)-2,4,5,6-tetrakis(5H-pyrido[3,2-b]indol-5-yl)benzonitrile